1H-1,2,3-triazole-4-carboxylic acid, 2,2,2-trifluoroacetate salt FC(C(=O)O)(F)F.N1N=NC(=C1)C(=O)O